tert-butyl (((1S,3R)-3-((2-(2,6-dioxopiperidin-3-yl)-1-oxoisoindolin-4-yl)amino)cyclopentyl)methyl)carbamate O=C1NC(CCC1N1C(C2=CC=CC(=C2C1)N[C@H]1C[C@H](CC1)CNC(OC(C)(C)C)=O)=O)=O